ammoniosilane (S)-tert-butyl-4-(7-chloro-6-fluoro-1-(4-(2-hydroxyethyl)-2-isopropylpyridin-3-yl)-2-oxo-1,2-dihydropyrido[2,3-d]pyrimidin-4-yl)-3-methylpiperazine-1-carboxylate C(C)(C)(C)OC(=O)N1C[C@@H](N(CC1)C=1C2=C(N(C(N1)=O)C=1C(=NC=CC1CCO)C(C)C)N=C(C(=C2)F)Cl)C.[NH3+][SiH3]